3-(isoquinolin-3-yl-amino)-2-methyl-2,6-dihydropyrrolo[3,4-c]pyrazole-5(4H)-carbonitrile C1=NC(=CC2=CC=CC=C12)NC1=C2C(=NN1C)CN(C2)C#N